7-carbamoyl-2-cyclopentyl-8-(naphthalen-1-ylmethyl)-6-oxo-9-(3-(trifluoromethyl)phenyl)-3,4-dihydro-2H,6H-pyrido[1,2-e][1,2,5]thiadiazine-4-carboxylic acid 1,1-dioxide C(N)(=O)C1=C(C(=C2N(C(CN(S2(=O)=O)C2CCCC2)C(=O)O)C1=O)C1=CC(=CC=C1)C(F)(F)F)CC1=CC=CC2=CC=CC=C12